ClC[C@H](C)N1CCS(CC1)(=O)=O (S)-4-(1-chloropropane-2-yl)thiomorpholine 1,1-dioxide